Rac-trans-(3S,4R)-1,4-dimethylpyrrolidin-3-ol CN1C[C@H]([C@@H](C1)C)O |r|